CC1CN(C(=CC1)C1=CC=C(C=C1)C1=CN=CS1)C(=O)OC(C)(C)C tert-butyl 3-methyl-6-(4-(Thiazol-5-yl)phenyl)-3,4-dihydropyridine-1(2H)-carboxylate